ClC1=C(C=CC=C1)[C@H]1CC[C@H](N1C(C1=CC=C(C=C1)N1N=C(C=C1C)C)=O)C(=O)O (2S,5R)-5-(2-chlorophenyl)-1-(4-(3,5-dimethyl-1H-pyrazol-1-yl)benzoyl)pyrrolidine-2-carboxylic acid